fluoro-1-((1-(fluoromethyl)cyclopropyl)methyl)-1H-benzo[d]imidazole FC1=NC2=C(N1CC1(CC1)CF)C=CC=C2